CN([C@@H]1CN(CC1)C1CCN(CC1)C1=C(C=C(C(=C1)OC)NC1=NC=NC(=C1)N1OCC[C@@H]1C1=CC=C(C=C1)F)NC(C=C)=O)C N-(2-(4-((S)-3-(dimethylamino)pyrrolidine-1-yl)piperidine-1-yl)-5-((6-((R)-3-(4-fluorophenyl)-isoxazolidine-2-yl)pyrimidine-4-yl)amino)-4-methoxyphenyl)acrylamide